BrCC(=O)NCC(F)(F)C1=C(C=CC(=C1)F)F 2-bromo-N-(2-(2,5-difluorophenyl)-2,2-difluoroethyl)acetamide